4-(5-(4,4-Difluorocyclohexyl)-2-((difluoromethoxy)methyl)piperidin-1-yl)benzoic acid FC1(CCC(CC1)C1CCC(N(C1)C1=CC=C(C(=O)O)C=C1)COC(F)F)F